C(C)NC1=C(C(=O)N2[C@@H]3C[C@@H]3C[C@@H]2C(=O)N[C@H](C2COC2)C2=C(C=C(C=C2)C(F)(F)F)F)C=CC=C1 (1R,3R,5R)-2-(2-(ethylamino)benzoyl)-N-((R)-(2-fluoro-4-(trifluoromethyl)phenyl)(3-oxetanyl)methyl)-2-azabicyclo[3.1.0]hexane-3-carboxamide